2-(2-(((1R,5S,6s)-3-Azabicyclo[3.1.0]hexan-6-yl)oxy)-6-(7,7-difluorobicyclo[4.2.0]octa-1(6),2,4-trien-3-yl)pyridin-4-yl)propan-2-amine [C@@H]12CNC[C@H]2C1OC1=NC(=CC(=C1)C(C)(C)N)C1=CC=2CC(C2C=C1)(F)F